ethylene bis(p-toluenesulphonate) CC1=CC=C(C=C1)S(=O)(=O)OCCOS(=O)(=O)C1=CC=C(C)C=C1